NCC(CC#N)(C)C 4-amino-3,3-dimethyl-butanenitrile